sodium bisoxalate C(C(=O)[O-])(=O)[O-].C(C(=O)[O-])(=O)[O-].[Na+].[Na+].[Na+].[Na+]